2-(tert-butyl)-4-((1-cyanocyclopentyl)oxy)-N-(4-(methylsulfonyl)but-3-en-2-yl)pyrimidine-5-carboxamide C(C)(C)(C)C1=NC=C(C(=N1)OC1(CCCC1)C#N)C(=O)NC(C)C=CS(=O)(=O)C